methyl 2-(4-fluoro-phenyl)-propionate FC1=CC=C(C=C1)C(C(=O)OC)C